ClC=1C(=NC=NC1)N1C(=NC2=C1C=CC=C2)S(=O)(=O)C 1-(5-chloropyrimidin-4-yl)-2-(methylsulfonyl)-1H-benzo[d]imidazole